p-xyloquinone CC1=CC(=O)C(C)=CC1=O